(S)-1-(Toluene-4-sulfonyl)-pyrrolidine-2-carboxylic acid benzo[b]thiophen-6-ylmethyl-(4,4-difluoro-cyclohexyl)-amide S1C2=C(C=C1)C=CC(=C2)CN(C(=O)[C@H]2N(CCC2)S(=O)(=O)C2=CC=C(C)C=C2)C2CCC(CC2)(F)F